FC1=C(C=CC=C1F)C1=CC(=C2C=NC(=NN21)N[C@H]2[C@@H](CN(CC2)S(=O)(=O)C)O)F (3R,4R)-4-((7-(2,3-difluorophenyl)-5-fluoropyrrolo[2,1-f][1,2,4]triazin-2-yl)amino)-1-(methylsulfonyl)piperidin-3-ol